C(C=C)N=C(C)C=1OC=CC1 N-allyl-1-(furan-2-yl)ethane-1-imine